C(#N)C(CCC(=O)O)(C)SC(=S)SCCCCCCCCCCCC 4-cyano-4-dodecylsulfanylcarbothioylsulfanyl-pentanoic acid